C1N(CC12CCC2)C2=CC=C(C=C2)NC(C2=CC(=C(C(=C2)C=O)O)F)=O N-(4-(2-azaspiro[3.3]heptan-2-yl)phenyl)-3-fluoro-5-formyl-4-hydroxybenzamide